(3aR,5s,6aS)-N-(3-methoxy-1,2,4-thiadiazol-5-yl)-5-(methyl-(7H-pyrrolo[2,3-d]pyrimidin-4-yl)amino)hexahydrocyclopenta[c]pyrrole-2(1H)-carboxamide bisulfate S(O)(O)(=O)=O.COC1=NSC(=N1)NC(=O)N1C[C@@H]2[C@H](C1)CC(C2)N(C=2C1=C(N=CN2)NC=C1)C